dicyclohexyl-(2-ethoxyphenyl)phosphine C1(CCCCC1)P(C1=C(C=CC=C1)OCC)C1CCCCC1